Methyl 5-(3-(5-(2-(dimethylcarbamoyl)benzofuran-5-yl)-1,2,3,6-tetrahydropyridine-1-carbonyl)-2-formyl-1,2,3,4-tetrahydroisoquinolin-5-yl)pent-4-ynoate CN(C(=O)C=1OC2=C(C1)C=C(C=C2)C2=CCCN(C2)C(=O)C2N(CC1=CC=CC(=C1C2)C#CCCC(=O)OC)C=O)C